tert-butyl (S)-2-(2-((4-((R)-3-((tert-butoxycarbonyl)(methyl)amino)pyrrolidin-1-yl)-2,6-dichloropyrimidin-5-yl)oxy)ethyl)pyrrolidine-1-carboxylate C(C)(C)(C)OC(=O)N([C@H]1CN(CC1)C1=NC(=NC(=C1OCC[C@H]1N(CCC1)C(=O)OC(C)(C)C)Cl)Cl)C